bis(diethylamino)spiro[isoindoline-1,9'-xanthen]-3-one C(C)N(CC)C1=C(C=2C3(C4=CC=CC=C4OC2C=C1)NC(C1=CC=CC=C13)=O)N(CC)CC